O1C(=CC=C1)C(=O)NS N-2-furylcarbonyl-sulfenamide